C(#N)C1=CN(C2=CC=C(C=C12)NC(=O)C=1N=CNC(C1)=O)C N-(3-cyano-1-methyl-1H-indol-5-yl)-6-oxo-1,6-dihydropyrimidine-4-carboxamide